C(C)(C)(C)OC(=O)N1CC(C1)OS(=O)(=O)C 3-((methanesulfonyl)oxy)azetidine-1-carboxylic acid tert-butyl ester